ClC=1C=C2C(=CNC2=CC1)NC(=O)C(=O)OC Methyl [(5-chloro-1H-indol-3-yl)carbamoyl]formate